4-ethynyl-phenylbutyl-dicyclohexyl-methanol C(#C)C1=CC=C(C=C1)CCCCC(O)(C1CCCCC1)C1CCCCC1